molybdenum diphosphide P.P.[Mo]